ClC1=CC(=NC=2N1N=CC2)C(C)C 7-chloro-5-isopropyl-pyrazolo[1,5-a]Pyrimidine